(1S)-2-cyclopropyl-1-{4-methyl-5-[7-(methylamino)-2,6-naphthyridin-3-yl]pyridin-2-yl}ethanol C1(CC1)C[C@H](O)C1=NC=C(C(=C1)C)C=1N=CC2=CC(=NC=C2C1)NC